3-(2-hydroxypropyl)-7-methyl-8-(4-(4-(trifluoromethoxy)phenoxy)-3-(trifluoromethyl)phenyl)-3,7-dihydro-1H-purine-2,6-dione OC(CN1C(NC(C=2N(C(=NC12)C1=CC(=C(C=C1)OC1=CC=C(C=C1)OC(F)(F)F)C(F)(F)F)C)=O)=O)C